2,3-Bis(3,5-Dimethylphenyl)-5-Phenylpyrazine CC=1C=C(C=C(C1)C)C1=NC=C(N=C1C1=CC(=CC(=C1)C)C)C1=CC=CC=C1